C(C)(C)(C)OC(=O)N[C@H](C(=O)OC)CC=1C=C2C=CC(=NC2=CC1)OC methyl (2S)-2-{[(tert-butoxy)carbonyl]amino}-3-(2-methoxyquinolin-6-yl)propanoate